3-[[2-fluoro-4-(trifluoromethylsulfanyl)phenyl]methoxy]azetidine-1-carboxylic acid tert-butyl ester C(C)(C)(C)OC(=O)N1CC(C1)OCC1=C(C=C(C=C1)SC(F)(F)F)F